(2-{[2-(aminomethyl)-6-chloro-4-(pyridin-4-yl)phenyl]sulfanyl}pyridin-3-yl)methanol HCl salt Cl.NCC1=C(C(=CC(=C1)C1=CC=NC=C1)Cl)SC1=NC=CC=C1CO